3-(2-cyclopropylphenyl)cyclobutyl ((2-(2,6-dioxopiperidin-3-yl)-3-oxoisoindolin-5-yl)methyl)carbamate O=C1NC(CCC1N1CC2=CC=C(C=C2C1=O)CNC(OC1CC(C1)C1=C(C=CC=C1)C1CC1)=O)=O